COC=1C=C2C(=NC=NC2=CC1OC)N1CCC(CC1)CP(OCC)(OCC)=O diethyl ((1-(6,7-dimethoxyquinazolin-4-yl)piperidin-4-yl)methyl)-phosphonate